ethyl (S)-4-((tert-butoxycarbonyl)amino)-5-methyl-3-oxohexanoate C(C)(C)(C)OC(=O)N[C@H](C(CC(=O)OCC)=O)C(C)C